O1CCC(=CC1)C1=NN2C(N(C3=C(C2=O)C2(CCNCC2)CC3C)CC(=O)OC)=N1 methyl 2-(2-(3,6-dihydro-2H-pyran-4-yl)-5-methyl-8-oxo-5,8-dihydrospiro[cyclopenta[d][1,2,4]triazolo[1,5-a]pyrimidine-7,4'-piperidin]-4(6H)-yl)acetate